ClC1=C(C(=O)NC2(CC2)C#N)C=C(C=N1)C=1C=NN(C1)C1=C(C=C(C=C1Cl)C(C(C(F)(F)F)(F)F)(F)F)Cl 2-chloro-N-(1-cyanocyclopropyl)-5-{1-[2,6-dichloro-4-(perfluoropropyl)phenyl]-1H-pyrazol-4-yl}nicotinamide